2-(3,5-dichloro-2-methoxyphenyl)-2-oxoacetaldehyde ClC=1C(=C(C=C(C1)Cl)C(C=O)=O)OC